5,6-diamino-3'-methoxy-2-((4-methoxybenzyl)amino)-2',6'-dimethyl-[1,1'-biphenyl]-3-carbonitrile NC=1C=C(C(=C(C1N)C1=C(C(=CC=C1C)OC)C)NCC1=CC=C(C=C1)OC)C#N